N-(6,7-diphenyl-1,5-naphthyridin-2-yl)-3-methoxypyrrolidine-1-carboxamide C1(=CC=CC=C1)C=1N=C2C=CC(=NC2=CC1C1=CC=CC=C1)NC(=O)N1CC(CC1)OC